N1=CC(=CC=C1)C1=NOC(=N1)C1=CC=C(N)C=C1 4-[3-(pyridin-3-yl)-1,2,4-oxadiazol-5-yl]aniline